OC=1C=C(C=CC1O)[C@H]1OC=2C(=C(C=C(C2C[C@H]1O)O)O)[C@H]1[C@@H]([C@H](OC2=CC(=CC(=C12)O)O)C1=CC(=C(C=C1)O)O)O (2R,3R)-2-(3,4-dihydroxyphenyl)-8-[(2R,3S,4S)-2-(3,4-dihydroxyphenyl)-3,5,7-trihydroxy-3,4-dihydro-2H-chromen-4-yl]-3,4-dihydro-2H-chromen-3,5,7-triol